OC=1C=C(C=CC1)CC(=O)[O-] (3-hydroxyphenyl)acetate